2-(2-chlorophenyl)-N-[2-{[(dimethylamino)methylene]sulfamoyl}-3'-(2-hydroxypropan-2-yl)biphenyl-4-yl]acetamide ClC1=C(C=CC=C1)CC(=O)NC1=CC(=C(C=C1)C1=CC(=CC=C1)C(C)(C)O)S(N=CN(C)C)(=O)=O